(2R)-2-Amino-N-[3-methoxy-4-(1H-pyrrolo[2,3-b]pyridin-4-yl)phenyl]-3-phenyl-propanamide N[C@@H](C(=O)NC1=CC(=C(C=C1)C1=C2C(=NC=C1)NC=C2)OC)CC2=CC=CC=C2